FC1(C=2N(CCC1)N=C(C2C)N)F 4,4-difluoro-3-methyl-6,7-dihydro-5H-pyrazolo[1,5-a]pyridin-2-amine